C1(CCCCC1)CCCOC(=O)N[C@H](C(=O)N[C@H](C(S(=O)(=O)[O-])O)C[C@H]1C(NCC1)=O)CC(C)C.[Na+] sodium (2S)-2-((S)-2-(((3-cyclohexylpropoxy)carbonyl)amino)-4-methylpentanamido)-1-hydroxy-3-((S)-2-oxopyrrolidin-3-yl)propane-1-sulfonate